2-hydroxy-4-(methyl)acryloyloxyhexyloxybenzophenone OC(COC1=C(C(=O)C2=CC=CC=C2)C=CC=C1)CC(CC)OC(C=CC)=O